C(N)(=N)C=1C=C2C=CC(=CC2=CC1)OC(C1=CC=C(C=C1)C(N)=N)=O 4-guanylbenzoic acid-6-guanyl-2-naphthyl ester